(S)-3-benzyl-1-(1-((3,5-di-tert-butylbenzyl)amino)-3-(4-hydroxyphenyl)-1-oxopropan-2-yl)-1H-imidazol-3-ium chloride [Cl-].C(C1=CC=CC=C1)[N+]1=CN(C=C1)[C@H](C(=O)NCC1=CC(=CC(=C1)C(C)(C)C)C(C)(C)C)CC1=CC=C(C=C1)O